ClC1=C(C=CC(=C1)Cl)C=1CCSC2=C(C1C1=CC=C(C=C1)O[C@@H]1CN(CC1)CCCF)C=CC=C2 4-(2,4-Dichlorophenyl)-5-[4-[(3S)-1-(3-fluoropropyl)pyrrolidin-3-yl]oxyphenyl]-2,3-dihydro-1-benzothiepin